C(C)(C)(C)OC(CNCC(=O)N1C=C(C2=CC(=CC=C12)F)NC(=O)NC1=CC=C(C=C1)C(F)(F)F)=O (2-(5-Fluoro-3-(3-(4-(trifluoromethyl)phenyl)ureido)-1H-indol-1-yl)-2-oxoethyl)glycine tert-butyl ester